ClC1=CC(=CC(=N1)C(=O)NC1CCC(CC1)OCCOC)C(F)(F)F 6-chloro-N-((1r,4r)-4-(2-methoxyethoxy)cyclohexyl)-4-(trifluoromethyl)pyridinecarboxamide